FC(S(=O)(=O)OC1=C(C2=CC=CC=C2C=C1)C1=C(C=CC2=CC=CC=C12)OC)(F)F (R)-(-)-2'-Methoxy-[1,1'-binaphthalen]-2-yl trifluoromethanesulfonate